ClCC1=CC=C(C2=CC=CC=C12)CCl 1,4-bischloromethylnaphthalene